NC=1C(=C(C=C2C=C(N=CC12)NC(=O)NC1C(C1)(F)F)C1=C(C2=C(OCCN2)N=C1)C)F 1-(8-Amino-7-fluoro-6-(8-methyl-2,3-dihydro-1H-pyrido[2,3-b][1,4]oxazin-7-yl)isoquinolin-3-yl)-3-(2,2-difluorocyclopropyl)urea